N(=C=O)C=C1CC(CCC1)N=C=O 3-isocyanatomethylenecyclohexyl isocyanate